7-bromo-2-chloro-5,6,8-trifluoro-quinazolin-4-ol BrC1=C(C(=C2C(=NC(=NC2=C1F)Cl)O)F)F